N-(3,5-dichloropyridin-4-yl)-4-(difluoromethoxy)-3-((7-oxoheptyl)oxy)benzamide ClC=1C=NC=C(C1NC(C1=CC(=C(C=C1)OC(F)F)OCCCCCCC=O)=O)Cl